C1(CC1)/C=C/C=1C=CC2=C(C(=C(O2)C)C(=O)OCC)C1 ethyl (E)-5-(2-cyclopropylvinyl)-2-methylbenzofuran-3-carboxylate